N-(6-(2-chloro-5-fluorophenyl)-3-(2,2-difluoroethyl)-2-methyl-8-oxo-2,6,7,8-tetrahydropyrrolo[3,4-g]indazol-5-yl)-5,7-difluorobenzo[d]isothiazole-3-carboxamide ClC1=C(C=C(C=C1)F)C1NC(C2=C1C(=CC1=C(N(N=C21)C)CC(F)F)NC(=O)C2=NSC1=C2C=C(C=C1F)F)=O